O[C@H]1C[C@@H]2N(C=3N=CC(=CC13)C(F)(F)F)CCNC2 (5S,6aS)-5-hydroxy-3-(trifluoromethyl)-5,6,6a,7,9,10-hexahydro-8H-pyrazino[1,2-a][1,8]naphthyridin